C(N1N=CC(=C1)C=1C=CC(=C(C1)O)C1=CN=C(N=N1)N1C[C@H](N([C@H](C1)C)C)C)([2H])([2H])[2H] 5-[1-(2H3)methyl-1H-pyrazol-4-yl]-2-{3-[(3R,5S)-3,4,5-trimethylpiperazin-1-yl]-1,2,4-triazin-6-yl}phenol